4-((6-fluoro-7-hydroxy-2,4-dioxo-3-(3-(trifluoromethyl)phenethyl)-3,4-dihydroquinazolin-1(2H)-yl)methyl)-N-hydroxybenzoamide FC=1C=C2C(N(C(N(C2=CC1O)CC1=CC=C(C(=O)NO)C=C1)=O)CCC1=CC(=CC=C1)C(F)(F)F)=O